CC1=NN(C(=C1C=1C(=CC(=NC1F)N)F)C)COCC[Si](C)(C)C 5-[3,5-dimethyl-1-(2-trimethylsilylethoxymethyl)pyrazol-4-yl]-4,6-difluoro-pyridin-2-amine